C1(CC1)C1=CN(C=2N=CN=C(C21)N2C[C@H](N(CC2)C(=O)C2(CC2)F)C)C=2C=C(C#N)C=CN2 (R)-2-(5-cyclopropyl-4-(4-(1-fluorocyclopropane-1-carbonyl)-3-methylpiperazin-1-yl)-7H-pyrrolo[2,3-d]pyrimidin-7-yl)isonicotinonitrile